FC1=C(C=CC(=C1)OC(F)(F)F)[C@@H]1[C@H](C1)C=1C=2N(N=C(C1)C=1C(NC(NC1)=O)=O)C=CN2 5-(8-((1S,2S)-2-(2-fluoro-4-(trifluoromethoxy)phenyl)cyclopropyl)imidazo[1,2-b]pyridazin-6-yl)pyrimidine-2,4(1H,3H)-dione